methyl 1-(5-((2-chloro-4-methylbenzyl)-oxy)-2,3-dihydro-1H-inden-1-yl)azetidine-3-carboxylate ClC1=C(COC=2C=C3CCC(C3=CC2)N2CC(C2)C(=O)OC)C=CC(=C1)C